N-(4-(3-amino-6-(tetrahydro-2H-pyran-4-yl)-1H-pyrazolo[4,3-c]pyridin-4-yl)benzyl)-5-fluoro-2-methoxybenzamide NC1=NNC2=C1C(=NC(=C2)C2CCOCC2)C2=CC=C(CNC(C1=C(C=CC(=C1)F)OC)=O)C=C2